BrCC1CCC2(CCN(C2)C2CC2)CC1 8-(bromomethyl)-2-cyclopropyl-2-azaspiro[4.5]decane